CN1C(CCCC1C)C 1-methyl-2,6-dimethyl-piperidine